COC=1C=C2C(=CC=NC2=CC1OC)N1CCC(CC1)C1(CC1)CNS(=O)(=O)NC(OC(C)(C)C)=O tert-butyl (N-((1-(1-(6,7-dimethoxyquinolin-4-yl)piperidin-4-yl)cyclopropyl)methyl)sulfamoyl)carbamate